Cl.C1S(CC12CNCC2)(=O)=O 2-thia-6-azaspiro[3.4]octane-2,2-dioxide hydrochloride